C1=C(C=CC=2C3=CC=CC=C3C3(C12)C1=CC=CC=C1C=1C=CC=CC13)C1=CC=3C2(C4=CC=CC=C4C3C=C1)C1=CC=CC=C1C=1C=CC=CC12 2-(9,9-spirobifluorene-2-yl)-9,9-spirobifluorene